(3R,3aR,6R,6aR)-6-methoxy-hexahydrofuro[3,2-b]furan-3-ol CO[C@@H]1CO[C@H]2[C@@H]1OC[C@H]2O